N1=CC(=CC=C1)C(C)N1CCCCC1 1-(1-(pyridin-3-yl)ethyl)piperidin